5-(1-methylsulfonylcyclopropyl)-N-[3-(5-phenylthiazol-2-yl)-1-bicyclo[1.1.1]pentanyl]furan-2-carboxamide CS(=O)(=O)C1(CC1)C1=CC=C(O1)C(=O)NC12CC(C1)(C2)C=2SC(=CN2)C2=CC=CC=C2